CN(C)CC1=C(C=CC(=N1)NC=1C=CC(=C2CNC(C12)=O)C1=CN=C2N1C=CN=C2)[C@H]2COCC2 (S)-7-((6-((dimethylamino)-methyl)-5-(tetrahydrofuran-3-yl)pyridin-2-yl)amino)-4-(imidazo[1,2-a]pyrazin-3-yl)isoindolin-1-one